FC1=CC=CC=2C(=N[C@@H](C(NC21)=O)NC(=O)C2=C(N=C1N2N=C(C=C1)C)C1=NC=C(C=C1)F)C1=CC=CC=C1 N-[(3S)-9-fluoro-2-oxo-5-phenyl-1,3-dihydro-1,4-benzodiazepin-3-yl]-2-(5-fluoropyridin-2-yl)-6-methylimidazo[1,2-b]pyridazine-3-carboxamide